tert-butyl (5-fluoro-2-(5-((2,2,2-trifluoroacetamido)methyl)-pyrazine-2-carboxamido)phenyl)-carbamate FC=1C=CC(=C(C1)NC(OC(C)(C)C)=O)NC(=O)C1=NC=C(N=C1)CNC(C(F)(F)F)=O